3-Benzylthio-6-chloropyrazolo[1,5-a]pyrimidine C(C1=CC=CC=C1)SC=1C=NN2C1N=CC(=C2)Cl